5-(1-(5-((1-((tert-Butoxycarbonyl)amino)cyclobutyl)methoxy)-2-methylbenzamido)cyclopropyl)quinolin-7-yl trifluoromethanesulfonate FC(S(=O)(=O)OC1=CC(=C2C=CC=NC2=C1)C1(CC1)NC(C1=C(C=CC(=C1)OCC1(CCC1)NC(=O)OC(C)(C)C)C)=O)(F)F